7-bromo-8-chloro-2-methoxyquinoline BrC1=CC=C2C=CC(=NC2=C1Cl)OC